FC=1C=NC=CC1CCCNC1CCN(CC1)C=1C2=C(N=CN1)C(=CS2)SC N-(3-(3-fluoropyridin-4-yl)propyl)-1-(7-methylthiothieno[3,2-d]pyrimidin-4-yl)piperidin-4-amine